C1=CC=CC=2C3=CC=CC=C3C(=CC12)C=1C=C(C=C(C1)C1=NC=CC=C1)C1=NC(=NC(=N1)C1=CC=CC=C1)C1=CC=CC=C1 2-(3-(phenanthr-9-yl)-5-(pyridin-2-yl)phenyl)-4,6-diphenyl-1,3,5-triazine